[N+](=O)([O-])C=1C(=C2C(=NC1)N(C=C2)S(=O)(=O)C2=CC=CC=C2)C2(CCCCC2)C(=O)OC methyl 1-(5-nitro-1-(phenylsulfonyl)-1H-pyrrolo[2,3-b]pyridin-4-yl)cyclohexane-1-carboxylate